C1(=CC=CC=C1)C(CN1CC2(C1)CNC2)=O 1-phenyl-2-(2,6-diazaspiro[3.3]heptan-2-yl)ethan-1-one